CC=1C=C(C(=O)O)C=C(C1)C(F)(F)F 3-methyl-5-(trifluoromethyl)benzoic acid